5-bromo-3-(4,4-dimethylpiperidin-1-yl)-7-fluoro-2-methylisoquinolin-1(2H)-one BrC1=C2C=C(N(C(C2=CC(=C1)F)=O)C)N1CCC(CC1)(C)C